C1(CC1)CN1C(NC2=NN(C(C(=C21)C2=CC=C(C=C2)OC(F)F)=O)C2=CC1=CN(N=C1C=C2)C)=O 5-(cyclopropylmethyl)-4-(4-(difluoromethoxy)phenyl)-2-(2-methyl-2H-indazol-5-yl)-2,7-dihydro-3H-imidazo[4,5-c]pyridazine-3,6(5H)-dione